N-(4-tert-butylpyridin-2-yl)carbazol-2-ol C(C)(C)(C)C1=CC(=NC=C1)N1C2=CC=CC=C2C=2C=CC(=CC12)O